OC1C(CC12CCN(CC2)S(=O)(=O)N)C2N1C(C3=CC=CC=C23)=CN=C1 1-Hydroxy-2-(5H-imidazo[4,3-a]isoindol-5-yl)-7-azaspiro[3.5]nonan-7-sulfonamid